(5S)-2-(3-Chloro-4-fluorobenzyl)-5-{[(3S)-3-hydroxypyrrolidin-1-yl]carbonyl}-5,6,7,8-tetrahydro[1,2,4]triazolo[4,3-a]pyridin-3(2H)-one ClC=1C=C(CN2N=C3N([C@@H](CCC3)C(=O)N3C[C@H](CC3)O)C2=O)C=CC1F